ClC1=C2C=NC(=NC2=C(C=C1)C=1C=NC=CC1C)NC1=CC=C(C=C1)N1CCN(CC1)C 5-Chloro-N-(4-(4-methylpiperazin-1-yl)phenyl)-8-(4-methylpyridin-3-yl)quinazolin-2-amine